(2-((3,3-dimethylazetidin-1-yl)methyl)-6-fluorophenyl)methylamine CC1(CN(C1)CC1=C(C(=CC=C1)F)CN)C